CCCCC(CC)C(=O)OC Methyl heptane-5-carboxylate